N-(2-carbamoyl-4-cyano-6-methyl-phenyl)-2-(2,2-difluoroethyl)-5-(difluoromethyl)pyrazole-3-carboxamide C(N)(=O)C1=C(C(=CC(=C1)C#N)C)NC(=O)C=1N(N=C(C1)C(F)F)CC(F)F